C1(=CC=CC=C1)NC=1C(=CC=CC1)C1=CC=CC=C1 N-phenyl-[1,1'-biphenyl]-2-amine